2-(3-fluoro-bicyclo[1.1.1]pent-1-yl)-1-methyl-1H-imidazo[4,5-c]pyridin-7-amine FC12CC(C1)(C2)C=2N(C1=C(C=NC=C1N)N2)C